1-(6,7-dichloro-9-(1H-pyrazol-4-yl)-1,3,4,5-tetrahydro-2H-pyrido[4,3-b]indol-2-yl)-2-hydroxyethan-1-one ClC1=C(C=C(C=2C3=C(NC12)CCN(C3)C(CO)=O)C=3C=NNC3)Cl